N-[(5R,6S)-5-[(2-fluoro[1,1'-biphenyl]-3-yl)methyl]-4-oxo-3-(propan-2-yl)-3,4,5,6,7,8-hexahydroquinazolin-6-yl]cyclopropanesulfonamide FC1=C(C=CC=C1C[C@@H]1C=2C(N(C=NC2CC[C@@H]1NS(=O)(=O)C1CC1)C(C)C)=O)C1=CC=CC=C1